5-(trifluoromethyl)-1-(2-trimethylsilylethoxymethyl)imidazole FC(C1=CN=CN1COCC[Si](C)(C)C)(F)F